5-(((trans-3-(3-cyclopropyl-4-(6-(4-methylpiperazin-1-yl)quinoxalin-2-yl)-1H-pyrazol-1-yl)cyclobutyl)methyl)amino)-2-(2,6-dioxopiperidin-3-yl)isoindoline-1,3-dione C1(CC1)C1=NN(C=C1C1=NC2=CC=C(C=C2N=C1)N1CCN(CC1)C)[C@@H]1C[C@H](C1)CNC=1C=C2C(N(C(C2=CC1)=O)C1C(NC(CC1)=O)=O)=O